N-(4-((2,3-Dihydro-1H-inden-5-yl)amino)-2-(naphthalen-2-yl)quinazolin-6-yl)-3,4,5-trimethoxybenzamide C1CCC2=CC(=CC=C12)NC1=NC(=NC2=CC=C(C=C12)NC(C1=CC(=C(C(=C1)OC)OC)OC)=O)C1=CC2=CC=CC=C2C=C1